O(C1=CC=CC=C1)CCC1=C(N)C=CC=C1 2-(2-phenoxyethyl)aniline